3-ethyl-1,3,5-thiadiazolium iodine salt [I+].C(C)[N+]1=CSN=C1